5'-Bromo-4'-chloro-4-(1H-1,2,3-triazol-1-yl)-1',2'-dihydrospiro[cyclopentane-1,3'-pyrrolo[2,3-b]pyridin]-3-ol BrC=1C(=C2C(=NC1)NCC21CC(C(C1)N1N=NC=C1)O)Cl